C1=NC(=CC2=CC=CC=C12)C1=CC=C(N)C=C1 4-(isoquinolin-3-yl)aniline